(S)-N-(5-Methyl-4-oxo-7-(3-(pyrrolidin-1-yl)prop-1-yn-1-yl)-2,3,4,5-tetrahydrobenzo[b][1,4]oxazepin-3-yl)-4-phenoxypicolinamid CN1C2=C(OC[C@@H](C1=O)NC(C1=NC=CC(=C1)OC1=CC=CC=C1)=O)C=CC(=C2)C#CCN2CCCC2